N-methyl-phenylglycine CNC(C1=CC=CC=C1)C(=O)O